2-(2-hydroxyethoxy)-6-azaspiro[3.4]octane-6-carboxylic acid tert-butyl ester C(C)(C)(C)OC(=O)N1CC2(CC(C2)OCCO)CC1